N-(4-((3S,6S,12aS)-6-isobutyl-9-methoxy-1,4-dioxo-2-pivaloyl-1,2,3,4,6,7,12,12a-octahydropyrazino[1',2':1,6]pyrido[3,4-b]indol-3-yl)butyl)palmitamide C(C(C)C)[C@@H]1N2[C@@H](CC3=C1NC=1C=C(C=CC31)OC)C(N([C@H](C2=O)CCCCNC(CCCCCCCCCCCCCCC)=O)C(C(C)(C)C)=O)=O